ClC1=C(C=C2C(=C(N(C2=C1F)C)C=1NC(=NN1)[C@H](COC)N(C)C)N1C=NC=C1)OC (R)-1-(5-(6-chloro-7-fluoro-3-(1H-imidazol-1-yl)-5-methoxy-1-methyl-1H-indol-2-yl)-4H-1,2,4-triazol-3-yl)-2-methoxy-N,N-dimethylethan-1-amine